C(=C)C1=CC=NC2=C3N=CC=CC3=CC=C12 4-vinyl-1,10-phenanthroline